N1=CC=C(C=C1)C1=NN2C(C=NCC2)=C1 (pyridin-4-yl)-6,7-dihydropyrazolo[1,5-a]pyrazine